disodium inosine [C@@H]1([C@H](O)[C@H](O)[C@@H](CO)O1)N1C=NC=2C(O)=NC=NC12.[Na].[Na]